CN(C1(CN(C1)C1=CC=C2C(=NN=C(C2=C1)N[C@H](C)C1=C(C(=CC=C1)C(F)(F)F)F)C)C)C (R)-7-(3-(dimethylamino)-3-methylazetidin-1-yl)-N-(1-(2-fluoro-3-(trifluoromethyl)phenyl)ethyl)-4-methylphthalazin-1-amine